C1(CC1)CCN(C1=C2CN(C(C2=CC=C1)=O)C1C(NC(CC1)=O)=O)C1CCC(CC1)NC1=NC=CC=C1 3-{4-[(2-cyclopropylethyl)[(1r,4r)-4-(pyridin-2-ylamino)cyclohexyl]amino]-1-oxo-3H-isoindol-2-yl}piperidine-2,6-dione